ClC1=C2C(=NC=3C=C(C(=CC13)OC)OCC(CN1CCCC1)O)CCC2 1-({9-chloro-7-methoxy-1H,2H,3H-cyclopenta[b]quinolin-6-yl}oxy)-3-(pyrrolidin-1-yl)propan-2-ol